CN1CCC(CC1)CNC=1N=CC2=C(N1)NC=C2 N-((1-methylpiperidin-4-yl)methyl)-7H-pyrrolo[2,3-d]pyrimidin-2-amine